COC1=CC=C(C(=N1)C)N1CN(C2=CC(=CC=C2C1=O)C(F)(F)F)C1C(CCCC1)C 3-(6-methoxy-2-methylpyridin-3-yl)-1-(2-methylcyclohexyl)-7-(trifluoromethyl)-2,3-dihydroquinazolin-4(1H)-one